N-(4-(aminomethyl)phenyl)-4-methyl-2-(4-(trifluoromethyl)piperidin-1-yl)pyrimidin-5-amine NCC1=CC=C(C=C1)NC=1C(=NC(=NC1)N1CCC(CC1)C(F)(F)F)C